C(CCCCC(C)C)N(C(=O)C=1C=CC=C2C=CC=NC12)CCCCCC(C)C N,N-di(isooctyl)quinoline-8-carboxamide